Ethyl-6-[(1R,4R)-2-oxa-5-azabicyclo[2.2.1]heptan-5-yl]-2-phenylimidazo[1,2-b]pyridazine-3-carboxylate C(C)OC(=O)C1=C(N=C2N1N=C(C=C2)N2[C@H]1CO[C@@H](C2)C1)C1=CC=CC=C1